C(C)(C)C=1OC2=C(N1)C=CC=C2C(=O)O 2-isopropylbenzo[d]oxazole-7-carboxylic acid